BrCCOCCOCCN(CC)CC N-(2-(2-(2-bromoethoxy)ethoxy)ethyl)-N-ethylethane-1-amine